C(C)(C)C1=NC2=CC=CC=C2N=C1 2-Isopropylquinoxaline